NC1=C(C=C(C=N1)C#CC=1C=C(C(=O)NC2=CC(=C(C=C2)CN2[C@@H]3CN([C@H](C2)C3)C)C(F)(F)F)C=CC1C)Cl 3-((6-amino-5-chloropyridin-3-yl)ethynyl)-4-methyl-N-(4-(((1S,4S)-5-methyl-2,5-diazabicyclo[2.2.1]heptan-2-yl)methyl)-3-(trifluoromethyl)phenyl)benzamide